1-(3-methyl-oxetan-3-yl)ethanone CC1(COC1)C(C)=O